5-(2-chlorobenzyl)-6-fluoro-3-((2-fluorobenzyl)amino)-4H-benzo[e][1,2,4]thiadiazine 1,1-dioxide ClC1=C(CC2=C(C=CC3=C2NC(=NS3(=O)=O)NCC3=C(C=CC=C3)F)F)C=CC=C1